3,5-Bis(cyclohexylmethoxy)-4-formylphenyl 2-(4-(1,3-dioxo-5,11-bis(4-(trifluoromethyl)phenyl)-1H-xantheno[2,1,9-def]isoquinolin-2(3H)-yl)phenyl)acetate O=C1N(C(C2=C3C=4C(=C(C=C13)C1=CC=C(C=C1)C(F)(F)F)C1=CC=CC=C1OC4C(=C2)C2=CC=C(C=C2)C(F)(F)F)=O)C2=CC=C(C=C2)CC(=O)OC2=CC(=C(C(=C2)OCC2CCCCC2)C=O)OCC2CCCCC2